Pyrido[3,4-f][1,4]Oxazepin-8(6H)-carboxylate O1CC=NC=C2C1=CC(=NC2)C(=O)[O-]